Methyl-4-(4-((tert-butoxycarbonyl)amino)phenyl)-1-methyl-1H-pyrrole-2-carboxylate COC(=O)C=1N(C=C(C1)C1=CC=C(C=C1)NC(=O)OC(C)(C)C)C